C1(CC1)N1N=C(C=C1N)C(C)(C)N1N=CC(=N1)C 1-cyclopropyl-3-(2-(4-methyl-2H-1,2,3-triazol-2-yl)propan-2-yl)-1H-pyrazole-5-amine